CC1=C(C2=C(N=N1)SC1=C2N=CN=C1N1C[C@H](CC1)OC1=CC=C(C#N)C=C1)C 4-[(3S)-1-(3,4-dimethylpyrimidino[4',5':4,5]thieno[2,3-c]pyridazin-8-yl)pyrrolidin-3-yl]oxybenzonitrile